CC1(CC1)NC(O[C@H]1CO[C@H](C1)C1=NN(C(=C1)NC(=O)OCC1=CC=CC=C1)C(C)(C)C)=O (3R,5R)-5-(5-(((benzyloxy)carbonyl)amino)-1-(tert-butyl)-1H-pyrazol-3-yl)tetrahydrofuran-3-yl (1-methylcyclopropyl)carbamate